C(C=C)(=O)N1CC(C1)C(=O)N1CCN(CC1)C1=CC=C(C=C1)C=1C=C(C=2N(C1)N=CC2C#N)OC 6-(4-(4-(1-acryloylazetidine-3-carbonyl)piperazin-1-yl)phenyl)-4-methoxypyrazolo[1,5-a]pyridine-3-carbonitrile